(R)-3-tert-butoxycarbonyl-aminopyrrolidine C(C)(C)(C)OC(=O)[C@H]1CN(CC1)N